C(C)OC(CC1CCN(CC1)C1=C(C=C(C=C1F)C=1SC(=CC1)C=O)F)=O {1-[2,6-difluoro-4-(5-formyl-thiophen-2-yl)-phenyl]Piperidin-4-yl}-acetic acid ethyl ester